N-[2-(1,3-dihydro-2H-isoindol-2-yl)-2-oxoethyl]-4'-ethylbiphenyl-4-carboxamide C1N(CC2=CC=CC=C12)C(CNC(=O)C1=CC=C(C=C1)C1=CC=C(C=C1)CC)=O